[1,2,3]triazolo[1,5-a]pyrazine-3-carboxamide N1=NC(=C2N1C=CN=C2)C(=O)N